Azonia-spiro[3.5]nonane chloride [Cl-].[NH2+]1CCC12CCCCC2